2-bromo-1-(p-bromophenyl)ethan-1-one BrCC(=O)C1=CC=C(C=C1)Br